C(C)OC(=O)C=1C=2C(C=C(NC2C=CC1)C1=CC=CC=C1)=O 4-oxo-2-phenyl-1,4-dihydroquinoline-5-carboxylic acid ethyl ester